3-chloro-4,5,6,7-tetrahydrobenzothiophene-2-carboxylic acid ClC1=C(SC2=C1CCCC2)C(=O)O